2-(1-(5-(Trifluoromethyl)pyrimidin-2-yl)-1,2,3,6-tetrahydropyridin-4-yl)acetamide FC(C=1C=NC(=NC1)N1CCC(=CC1)CC(=O)N)(F)F